8-Bromo-3-chloroisoquinoline-5-ol BrC1=CC=C(C=2C=C(N=CC12)Cl)O